ClC1=C(C=C(C=C1)N1CC(C2=NC(=CC=C21)C(=O)N2CC(CCC2)NC2=NC=C(C(=O)O)C=C2)(C)C)F 6-((1-(1-(4-chloro-3-fluorophenyl)-3,3-dimethyl-2,3-dihydro-1H-pyrrolo[3,2-b]pyridine-5-carbonyl)piperidin-3-yl)amino)nicotinic acid